Cl.NCC1=CC(=C(S1)F)C(=N)NC(OC(C)(C)C)=O tert-butyl ((5-(aminomethyl)-2-fluorothiophen-3-yl)(imino)methyl)carbamate hydrochloride